ClC1=CC=C(OC2=CC=C(C(=O)N3CCC(CC3)C3=CC=C(N=N3)N)C=C2)C=C1 6-{1-[4-(4-chlorophenoxy)benzoyl]piperidin-4-yl}pyridazin-3-amine